C(C)OC=1C=C(CN2CCC(CC2)(F)COC2=CC=C(C(=O)O)C=C2)C=C(C1)OCC 4-((1-(3,5-diethoxybenzyl)-4-fluoropiperidin-4-yl)methoxy)benzoic acid